N-[1-[2-[5-(2,2-difluoroethoxy)pyrimidin-2-yl]-1,2,4-triazol-3-yl]ethyl]-3-(trifluoromethyl)-5-(trifluoromethylsulfonyl)benzamide FC(COC=1C=NC(=NC1)N1N=CN=C1C(C)NC(C1=CC(=CC(=C1)S(=O)(=O)C(F)(F)F)C(F)(F)F)=O)F